ClC1=NC=C(C(=C1)C1=C(C=NC(=C1)C)C(=O)NC=1SC(=NN1)OC[C@H]1C[C@H](CC1)O)OC 2'-chloro-N-(5-(((1R,3S)-3-hydroxycyclopentyl)methoxy)-1,3,4-thiadiazol-2-yl)-5'-methoxy-6-methyl-(4,4'-bipyridine)-3-carboxamide